FC(C1CC(C1)CN1N=C(N=C1)C(=O)N)(F)F 1-(((1R,3S)-3-trifluoromethylcyclobutyl)methyl)-1H-1,2,4-triazole-3-carboxamide